O-(tert-butyldiphenylsilyl)-L-allothreonine methyl ester COC([C@@H](N)[C@@H](O[Si](C1=CC=CC=C1)(C1=CC=CC=C1)C(C)(C)C)C)=O